ClC1=CC=C(C=C1)C=1SC=C(N1)CO (2-(4-chlorophenyl)thiazol-4-yl)methanol